C(C1=CC=CC=C1)OC1=C2C(=C(N(C2=CC(=C1)F)C1=CC(=C(C=C1)F)OC)C1(CC(C1)O)C)C1=CC(=C(C(=O)O)C=C1)OC 4-(4-(benzyloxy)-6-fluoro-1-(4-fluoro-3-methoxyphenyl)-2-(3-hydroxy-1-methylcyclobutyl)-1H-indol-3-yl)-2-methoxybenzoic acid